Cl.CNCC[C@@H](C=1SC=CC1)OC1=CC=CC2=CC=CC=C12 (+)-(S)-N-methyl-gamma-(1-naphthoxy)-2-thiophenepropylamine hydrochloride